isobutyl 2-bromo-α-cyanocinnamate BrC1=C(C=C(C(=O)OCC(C)C)C#N)C=CC=C1